(2S)-2-[4-chloro-2-(1,1-difluoropropyl)-5-fluorophenoxy]butanoic acid methyl ester COC([C@H](CC)OC1=C(C=C(C(=C1)F)Cl)C(CC)(F)F)=O